1-(5-Chloro-3-methoxypyridin-2-yl)piperazine ClC=1C=C(C(=NC1)N1CCNCC1)OC